OC=1[C@]2(OC(C1O)=O)[C@](CO)(O)O2 epoxyvitamin C